C1(=CC(=CC=C1)C(C)NC(C1=C(C=CC(=C1)[N+](=O)[O-])N(C)C)=O)C1=CC=CC=C1 N-(1-([1,1'-biphenyl]-3-yl)ethyl)-2-(dimethylamino)-5-nitrobenzamide